FC(S(=O)(=O)OC[C@H]1O[C@@H]([C@H]([C@H]([C@@H]1O[Si](C)(C)C)O[Si](C)(C)C)O[Si](C)(C)C)OC1=CC=C(C=C1)[N+](=O)[O-])(F)F ((2R,3R,4S,5S,6R)-6-(4-nitrophenoxy)-3,4,5-tris((trimethylsilyl)oxy)tetrahydro-2H-pyran-2-yl)methyl trifluoromethanesulfonate